NC=1C(=C(C=C2C=C(N=CC12)NC(OC1CC(C1)C(C)(C)O)=O)C1=C(C2=C(OCCN2)N=C1)C)F (1r,3r)-3-(2-Hydroxypropan-2-yl)cyclobutyl (8-amino-7-fluoro-6-(8-methyl-2,3-dihydro-1H-pyrido[2,3-b][1,4]oxazin-7-yl)isoquinolin-3-yl)carbamate